(2R)-2-amino-3-tetrahydropyran-4-yl-propan-1-ol N[C@@H](CO)CC1CCOCC1